3-methoxy-4-(sulfooxy)benzoic acid COC=1C=C(C(=O)O)C=CC1OS(=O)(=O)O